[K].O.O.[Os] osmium dihydrate Potassium